tert-butyl N-[[3-[3-[tert-butyl(diphenyl)silyl]oxy-1-methyl-propoxy]-5-nitro-phenyl]methyl-methyl-oxo-λ6-sulfanylidene]carbamate [Si](C1=CC=CC=C1)(C1=CC=CC=C1)(C(C)(C)C)OCCC(OC=1C=C(C=C(C1)[N+](=O)[O-])CS(=NC(OC(C)(C)C)=O)(=O)C)C